4-(1-(8-Bromoquinolin-7-yl)-1H-imidazol-4-yl)-N-(1-(methyl-sulfonyl)piperidin-4-yl)-5-(trifluoromethyl)-pyrimidin-2-amine BrC=1C(=CC=C2C=CC=NC12)N1C=NC(=C1)C1=NC(=NC=C1C(F)(F)F)NC1CCN(CC1)S(=O)(=O)C